[3-[3-[benzyloxycarbonyl(methyl)amino]-4-tert-butoxy-4-oxo-butyl]-2-methyl-benzimidazol-4-yl]boronic acid C(C1=CC=CC=C1)OC(=O)N(C(CCN1C(=NC2=C1C(=CC=C2)B(O)O)C)C(=O)OC(C)(C)C)C